COC1=CC=C(C=C1)C(N1CN=C2C=CC=CC2=C1)C1=CC=C(C=C1)OC 3-(bis(4-methoxyphenyl)methyl)quinazolin